undecynyl-phosphonic acid C(#CCCCCCCCCC)P(O)(O)=O